CN/C(=[N+](/CCC[C@@H](C(=O)[O-])[NH3+])\\O)/N The molecule is an L-arginine derivative in which the omega-nitrogen atoms carries a hydroxy group and one of the omega-nitrogen atoms carries a methyl group; major species at pH 7.3. It is a L-arginine derivative and a non-proteinogenic L-alpha-amino acid. It derives from a L-argininium(1+).